C=1N=CN2C1C1=CC=CC=C1[C@H]2[C@H]2CC1=C(C=NC=C1)[C@@H]2O (6R,7R)-6-((R)-5H-imidazo[5,1-a]isoindol-5-yl)-6,7-dihydro-5H-cyclopenta[c]pyridin-7-ol